C1(NC2(C=3C=NC=CC31)C(NCC2)=O)=O spiro[pyrrolidine-3,3'-pyrrolo[3,4-c]pyridine]-1',2(2'H)-dione